3-(((7-(1H-Pyrazol-4-yl)-2,3-dihydrofuro[3,2-c]pyridin-4-yl)amino)methyl)-N-(pyridin-2-ylmethyl)benzamid N1N=CC(=C1)C=1C2=C(C(=NC1)NCC=1C=C(C(=O)NCC3=NC=CC=C3)C=CC1)CCO2